4-(2-((2-(4-((1H-Indazol-5-yl)ethynyl)-[2,4'-bipyrimidin]-2'-yl)isoindolin-5-yl)oxy)ethyl)morpholine N1N=CC2=CC(=CC=C12)C#CC1=NC(=NC=C1)C1=NC(=NC=C1)N1CC2=CC=C(C=C2C1)OCCN1CCOCC1